4,4'-diaminobenzanilide NC1=CC=C(C(=O)NC2=CC=C(C=C2)N)C=C1